OS(=O)(=O)C(F)(F)F.N[C@H](CCCNC(N)=N)C(=O)O (D)-Arginine triflate